C(CCCCCCCCCCCCCCCCCCCCCCCCCCCCC)(=O)[O-].[Ca+2].C(CCCCCCCCCCCCCCCCCCCCCCCCCCCCC)(=O)[O-] calcium melissate